azobarium diformate C(=O)[O-].C(=O)[O-].N(=N[Ba+])[Ba+]